C(C)(C)C1=NOC(=N1)N1CCC(CC1)C(C)OC1=NN2C(S1)=NC(=C2)C2=C(C=C(C=C2)S(=O)(=O)C)C(F)(F)F 2-(1-(1-(3-isopropyl-1,2,4-oxadiazol-5-yl)piperidin-4-yl)ethoxy)-6-(2-(trifluoromethyl)-4-(methylsulfonyl)phenyl)imidazo[2,1-b][1,3,4]thiadiazole